N-[4-[(4-hydroxyanthraquinone-1-yl)amino]phenyl]acetamide OC1=CC=C(C=2C(C3=CC=CC=C3C(C12)=O)=O)NC1=CC=C(C=C1)NC(C)=O